O[C@H](COC[C@@H]1N(CC2=CC=CC=C12)C1=C(C(NN=C1)=O)C(F)(F)F)C(N1CCN(CC1)C1=NC=C(C=N1)C(F)(F)F)=O 5-((R)-1-(((R)-2-hydroxy-3-oxo-3-(4-(5-(trifluoromethyl)pyrimidin-2-yl)piperazin-1-yl)propoxy)methyl)isoindolin-2-yl)-4-(trifluoromethyl)pyridazin-3(2H)-one